NCC(CN(CCCCCCCC(=O)OC(CCCCCCCC)CCCCCCCC)CCCCCCOC(=O)OCCCCCCCCC)O heptadecan-9-yl 8-((3-amino-2-hydroxypropyl)(6-(((nonyloxy)carbonyl)oxy)hexyl)amino)octanoate